benzo[d]imidazol-2-amine N1=C(NC2=C1C=CC=C2)N